N-methyl-1-(1-(pyridin-4-yl)-1H-1,2,3-triazol-4-yl)methylamine CNCC=1N=NN(C1)C1=CC=NC=C1